4-(4-chlorophenyl)-1-fluoro-4-hydroxy-butan-2-one ClC1=CC=C(C=C1)C(CC(CF)=O)O